N(=[N+]=[N-])C[C@@H]1[C@H](C1)C1=CC(=CC=C1)Cl 1-((1S,2S)-2-(azidomethyl)cyclopropyl)-3-chlorobenzene